(1S,2S)-1-(2-cyanophenyl)-1-(1-(trifluoromethyl)-1H-pyrazol-4-yl)propan C(#N)C1=C(C=CC=C1)[C@H](CC)C=1C=NN(C1)C(F)(F)F